N-(1-(3,4-dichlorophenyl)-2-(dimethylamino)ethyl)-2-nitro-3-(trifluoromethoxy)benzenesulfonamide ClC=1C=C(C=CC1Cl)C(CN(C)C)NS(=O)(=O)C1=C(C(=CC=C1)OC(F)(F)F)[N+](=O)[O-]